thioacetic acid S-{(S)-1-[(S)-1-(2,3-dihydrobenzo[1,4]dioxin-2-yl)methyl]-3-methylpiperidin-3-ylmethyl} ester O1[C@H](COC2=C1C=CC=C2)CN2C[C@@](CCC2)(C)CSC(C)=O